CC1(CC2=C(C=C3N2CCNC3=O)C1)C 7,7-dimethyl-1-oxo-1,3,4,6,7,8-hexahydro-2H-cyclopenta[4,5]pyrrolo[1,2-a]pyrazin